(dimethylamino)-N-{2-methyl-4-[(7-{8-methyl-1H,2H,3H-pyrido[2,3-b][1,4]oxazin-7-yl}-5H,6H,7H,8H-pyrido[3,4-d]pyrimidin-2-yl)amino]phenyl}acetamide CN(C)CC(=O)NC1=C(C=C(C=C1)NC=1N=CC2=C(N1)CN(CC2)C2=C(C1=C(OCCN1)N=C2)C)C